CSC1=NN=C2N1C1=CC=CC=C1C(N2CCC2=CC=CC=C2)=O 1-(methylthio)-4-phenethyl-[1,2,4]triazolo[4,3-a]quinazolin-5(4H)-one